C[N+](C)(C)C N,N,N-trimethylmethanaminium